5'-fluoro-2'-hydroxyacetophenone FC=1C=CC(=C(C1)C(C)=O)O